2,4,8-trichloro-9-methyl-9H-pyrido[4',3':4,5]pyrrolo[2,3-d]pyrimidine 7-oxide ClC=1N=C(C2=C(N1)N(C1=C2C=C[N+](=C1Cl)[O-])C)Cl